3-(5-(((1S,2S)-2-(3-isopropoxyazetidin-1-yl)cyclopentyl)oxy)-1-oxoisoindolin-2-yl)piperidine-2,6-dione C(C)(C)OC1CN(C1)[C@@H]1[C@H](CCC1)OC=1C=C2CN(C(C2=CC1)=O)C1C(NC(CC1)=O)=O